1-(4-aminophenyl)-1,3,3-trimethyl-indan-6-amine NC1=CC=C(C=C1)C1(CC(C2=CC=C(C=C12)N)(C)C)C